4-(3-fluorophenyl)-oxan FC=1C=C(C=CC1)C1CCOCC1